OCCN(C1=CC(=C(C=C1[N+](=O)[O-])NC1=NC=C(C(=N1)N1CC(C2=NC(=CC=C21)C)(C)C)C(=O)OC(C)C)OC)C isopropyl 2-((4-((2-hydroxyethyl) (methyl)amino)-2-methoxy-5-nitrophenyl)amino)-4-(3,3,5-trimethyl-2,3-dihydro-1H-pyrrolo[3,2-b]pyridin-1-yl)pyrimidine-5-carboxylate